CN1N=CC(=C1)C=1C=CC=2N(C1)N=CC2N2CCN(CC2)C(=O)O[C@H](C)C2=CC=C(C=C2)C(F)F (R)-1-(4-(difluoromethyl)phenyl)ethyl 4-(6-(1-methyl-1H-pyrazol-4-yl)pyrazolo[1,5-a]pyridin-3-yl)piperazine-1-carboxylate